ClC=1C=CC=C2C(C(=C(NC12)C1=CC=CC=C1)C(C)=NO)=O 8-chloro-3-(1-(hydroxyimino)ethyl)-2-phenylquinolin-4(1H)-one